N-[(1S)-3-(cyclopropylamino)-1-[[(3S,5R)-5-methyl-2-oxo-pyrrolidin-3-yl]methyl]-2,3-dioxo-propyl]-5-(difluoromethyl)-2-[[1-(trifluoromethyl)cyclopropanecarbonyl]amino]benzamide sodium [Na].C1(CC1)NC(C([C@H](C[C@H]1C(N[C@@H](C1)C)=O)NC(C1=C(C=CC(=C1)C(F)F)NC(=O)C1(CC1)C(F)(F)F)=O)=O)=O